C(OCC(OC)OC)(OC1=CC=C(C=C1)[N+](=O)[O-])=O 2,2-dimethoxyethyl (4-nitrophenyl) carbonate